4-chloro-N-(1-methylpiperidin-3-yl)-5,6,7,8-tetrahydrophthalazin-1-amine ClC1=NN=C(C=2CCCCC12)NC1CN(CCC1)C